FC=1C=C(C=C2NC(NC2)=O)C=C(C1O)F 3,5-difluoro-4-hydroxybenzylideneimidazolidinone